1-({3,4-difluoro-2-[(2-fluoro-4-iodophenyl)amino]phenyl}carbonyl)-3-piperazin-2-ylazetidin-3-ol FC=1C(=C(C=CC1F)C(=O)N1CC(C1)(O)C1NCCNC1)NC1=C(C=C(C=C1)I)F